(E)-N-(4-((3-chloro-4-fluorophenyl)amino)-7-methoxyquinazolin-6-yl)-4-(piperazin-1-yl)but-2-enamide hydrochloride Cl.ClC=1C=C(C=CC1F)NC1=NC=NC2=CC(=C(C=C12)NC(\C=C\CN1CCNCC1)=O)OC